2-Hydroxy-4-(3,4,5-trimethoxyphenyl)-1H-phenalen-1-one OC=1C(C=2C=CC=C3C=CC(=C(C1)C23)C2=CC(=C(C(=C2)OC)OC)OC)=O